C(C)(=O)N1CCC(CC1)C1=C(C=C(C=C1)C1=NC2=C(C=C(C=C2C(N1C)=O)C)[C@@H](C)NC=1C(=NC(=CC1)Cl)C(=O)NS(=O)(=O)C)F (R)-3-((1-(2-(4-(1-acetylpiperidin-4-yl)-3-fluorophenyl)-3,6-dimethyl-4-oxo-3,4-dihydroquinazolin-8-yl)ethyl)amino)-6-chloro-N-(methylsulfonyl)picolinamide